4-((2S,5R)-4-Acryloyl-2,5-dimethylpiperazin-1-yl)-6-chloro-7-(2-fluoro-6-hydroxyphenyl)-1-(2-isopropyl-4-(methylthio)pyridin-3-yl)pyrido[2,3-d]pyrimidin-2(1H)-one C(C=C)(=O)N1C[C@@H](N(C[C@H]1C)C=1C2=C(N(C(N1)=O)C=1C(=NC=CC1SC)C(C)C)N=C(C(=C2)Cl)C2=C(C=CC=C2O)F)C